methyl 7-oxo-5β-cholest-2-enoate O=C1[C@H]2[C@@H]3CC[C@H]([C@@H](CCCC(C(=O)OC)C)C)[C@]3(CC[C@@H]2[C@]2(CC=CC[C@H]2C1)C)C